C(C)(C)(C)OC(=O)N1CC(CC1)(C1=CN(C2=CC=CC=C12)S(=O)(=O)C1=CC=C(C=C1)C)O 3-hydroxy-3-(1-(4-methylbenzenesulfonyl)-1H-indol-3-yl)pyrrolidine-1-carboxylic acid tert-butyl ester